trans-4-(1-(((R)-tert-butylsulfinyl)imino)ethyl)-N-(pyridin-4-yl)cyclohexane-1-carboxamide C(C)(C)(C)[S@@](=O)N=C(C)[C@@H]1CC[C@H](CC1)C(=O)NC1=CC=NC=C1